(2R)-2-{3-Fluoro-2-[5-(4-fluorophenyl)-1H-pyrazol-3-yl]benzoylamino}-2-methyl-3-(pyridin-2-yl)propanamide FC=1C(=C(C(=O)N[C@@](C(=O)N)(CC2=NC=CC=C2)C)C=CC1)C1=NNC(=C1)C1=CC=C(C=C1)F